N-(Acryloxy)succinimide C(C=C)(=O)ON1C(CCC1=O)=O